(R)-4-(4-((1-methylpiperidin-3-yl)amino)phthalazin-1-yl)pyridin-3-ol CN1C[C@@H](CCC1)NC1=NN=C(C2=CC=CC=C12)C1=C(C=NC=C1)O